BrC1=C2C=NN(C2=CC2=C1C(CC2)CC)C2OCCCC2 4-bromo-5-ethyl-1-(tetrahydro-2H-pyran-2-yl)-1,5,6,7-tetrahydrocyclopenta[f]indazole